C(C)C1(C2=NC=NC2=NC=N1)N 6-ethyladenine